O=S1(N(CCC1)C=1N=C(C(=C(C(=O)OC)C1)C)C)=O methyl 6-(1,1-dioxidoisothiazolidin-2-yl)-2,3-dimethylisonicotinate